N-(5,6-difluoro-1H-indol-3-yl)-1-(5-methyl-6-(2,2,2-trifluoroethoxy)pyridin-3-yl)-1H-1,2,3-triazole-4-carboxamide FC=1C=C2C(=CNC2=CC1F)NC(=O)C=1N=NN(C1)C=1C=NC(=C(C1)C)OCC(F)(F)F